tris(hydroxymethyl)aminopropane CC(CO)C(CO)(CO)N